O=C1N(C2=CC(=CC=C2C12CCNCC2)C2=CC1=C(C(=N2)OC2=CC=CC=C2)N(C=N1)C(C)C)C1CC(C1)N1CCCCC1 2-OXO-6-[4-PHENOXY-3-(PROPAN-2-YL)-3H-IMIDAZO[4,5-C]PYRIDIN-6-YL]-1-[(1s,3S)-3-(PIPERIDIN-1-YL)CYCLOBUTYL]-1,2-DIHYDROSPIRO[INDOLE-3,4-PIPERIDIN]